COC(CCCC(=O)OC)=O pentanedioic acid 1,5-dimethyl ester